N1C(CCCC1)C1(CNC1)O 3-piperidin-2-ylazetidin-3-ol